C(CCC)[N+]1(CC(CCC1)O)CCCC 1,1-Dibutylpiperidin-1-ium-3-ol